BrC=1C2=CN(N=C2C(=C(C1)OCOC)C(=O)O)C 4-bromo-6-(methoxymethoxy)-2-methyl-indazole-7-carboxylic acid